dichloro(1,3,5-trimethylphenyl)ruthenium (II) Cl[Ru-](C1(CC(=CC(=C1)C)C)C)Cl